CS(=O)(=O)C1=CC=C(C(=O)NN)C=C1 4-(methylsulfonyl)benzoyl-hydrazine